COC=1C(=NC=CC1C1=NN(C=N1)C)NC1=C(N=NC(=C1)NC1=CC=C(C=N1)N1C(C=CC=C1)=O)C(=O)NC([2H])([2H])[2H] 4-{[3-Methoxy-4-(1-methyl-1H-1,2,4-triazol-3-yl)pyridin-2-yl]amino}-N-(2H3)methyl-6-({2-oxo-2H-[1,3'-bipyridin]-6'-yl}amino)pyridazin-3-carboxamid